C(C)C1=C(C=CC(=C1)OC(F)(F)F)NC1=NC2=CC=CC=C2C=C1 N-(2-ethyl-4-(trifluoromethoxy)phenyl)quinolin-2-amine